C(C)NS(=O)(=O)CCCN1C2=NC=NC(=C2N=C1SC1=CC2=C(CCO2)C=C1I)N 3-[6-Amino-8-(5-iodo-2,3-dihydro-benzofuran-6-ylsulfanyl)-purin-9-yl]-propane-1-sulfonic acid ethylamide